Methyl (S)-3-(4-(benzyloxy)phenyl)-2-(2-(1-(3-(4-(pyridin-3-yl)phenyl)propanoyl)piperidin-4-yl)acetamido)propanoate C(C1=CC=CC=C1)OC1=CC=C(C=C1)C[C@@H](C(=O)OC)NC(CC1CCN(CC1)C(CCC1=CC=C(C=C1)C=1C=NC=CC1)=O)=O